3,3-Difluoropropyl methanesulfonate CS(=O)(=O)OCCC(F)F